bis(4-sulfoxyphenyl) sulfide O(S(=O)(=O)O)C1=CC=C(C=C1)SC1=CC=C(C=C1)OS(=O)(=O)O